N1=CC=CC2=CC=CC(=C12)CN(C=O)C1=C(C=CC=C1)C#CC=1C=CC(=NC1)C(=O)O 5-[2-(2-{N-[(quinolin-8-yl)methyl]formamido}phenyl)ethynyl]pyridine-2-carboxylic acid